(6aS)-2-((5-(3-fluoro-4-(2-oxopyrrolidin-1-yl)phenyl)pyridin-2-yl)amino)-8-methyl-6,6a,7,8-tetrahydro-9H-pyrido[2,3-b]-pyrrolo[1,2-d][1,4]-oxazin-9-one FC=1C=C(C=CC1N1C(CCC1)=O)C=1C=CC(=NC1)NC1=CC2=C(OC[C@H]3N2C(C(C3)C)=O)N=C1